N1-[2-((1S)-1-[(3-aminopropyl)amino]-4-[bis(3-amino-propyl)amino]butylformamido)ethyl]-3,4-di[oleoyloxy]-benzoamide NCCCN[C@@H](CCCN(CCCN)CCCN)C(=O)NCCNC(C1=CC(=C(C=C1)OC(CCCCCCC\C=C/CCCCCCCC)=O)OC(CCCCCCC\C=C/CCCCCCCC)=O)=O